FC1=C(C(=CC(=C1)C(NC)=O)F)C=1N=C2N(C=CC(=C2)C)C1C[C@H]1CN(CCO1)C(=O)OC METHYL (S)-2-((2-(2,6-DIFLUORO-4-(METHYLCARBAMOYL)PHENYL)-7-METHYLIMIDAZO[1,2-A]PYRIDIN-3-YL)METHYL)MORPHOLIN-4-CARBOXYLAT